NC=1N=CC(=C2C=C(C=NC12)C(=O)N(C)CCOC)C1=CC=C(C=C1)C=1C=NN(C1)CC(=O)N1CCN(CC1)C 8-amino-N-(2-methoxyethyl)-N-methyl-5-(4-(1-(2-(4-methylpiperazine-1-yl)-2-oxoethyl)-1H-pyrazole-4-yl)phenyl)-1,7-naphthyridine-3-carboxamide